C(C)(CCC)O sec-pentanol